FC=1C=C(C=CC1)N1N=C(C=C(C1=O)C(=O)NC[C@@H](C(C)C)O)C1=CC=C(C=C1)C 2-(3-fluorophenyl)-N-[(2R)-2-hydroxy-3-methylbutyl]-6-(4-methylphenyl)-3-oxo-2,3-dihydropyridazine-4-carboxamide